BrC=1C=C2C(=NC1)SC(=N2)SC 6-bromo-2-(methylthio)thiazolo[5,4-b]pyridine